methyl 2-bromo-2-(2-methoxy-5-(2-methoxypropan-2-yl)phenyl)acetate BrC(C(=O)OC)C1=C(C=CC(=C1)C(C)(C)OC)OC